C(C=C)(=O)OCCNC(C)(C)C t-butylaminoethyl acrylate